6-[4-[(R)-(3,4-dimethoxyphenyl)-phenylmethyl]piperidine-1-carbonyl]-4H-1,4-benzoxazin-3-one COC=1C=C(C=CC1OC)[C@H](C1CCN(CC1)C(=O)C=1C=CC2=C(NC(CO2)=O)C1)C1=CC=CC=C1